N-((1,2,3,5,6,7-Hexahydro-s-indacen-4-yl)carbamoyl)-1-(oxetan-3-ylmethyl)azetidine-3-sulfonamide, potassium salt [K].C1CCC2=C(C=3CCCC3C=C12)NC(=O)NS(=O)(=O)C1CN(C1)CC1COC1